2-oxo-2-((5-(trifluoromethyl)pyridin-2-yl)amino)acetic acid O=C(C(=O)O)NC1=NC=C(C=C1)C(F)(F)F